diphenyl-pyrido[2,3-g]quinoline C1(=CC=CC=C1)C1=CC=2C(=CC=3C=CC=NC3C2)N=C1C1=CC=CC=C1